N-(4-(3,9-diazaspiro[5.5]undec-3-yl)phenyl)-N-((1r,4r)-4-(quinazolin-2-ylamino)cyclohexyl)acetamide C1CN(CCC12CCNCC2)C2=CC=C(C=C2)N(C(C)=O)C2CCC(CC2)NC2=NC1=CC=CC=C1C=N2